C(C)(C)(C)OC(=O)N(CC(=O)OCC1=CC=CC=C1)C1CCOCC1 Benzyl 2-{[(tert-butoxy)carbonyl](oxan-4-yl) amino}acetate